FC(C1=NN=C(O1)C1=CC(N(N=C1)CCOC1=CC(=CC=C1)F)=O)F 5-(5-(difluoromethyl)-1,3,4-oxadiazol-2-yl)-2-(2-(3-fluorophenoxy)ethyl)pyridazin-3(2H)-one